(3,3-bis(benzofuran-2-yl)allyl)-3-(phenacyl)-2-methylbenzimidazole bromide salt [Br-].O1C(=CC2=C1C=CC=C2)C(=CCC2=CC=CC=1N=C(N(C12)CC(=O)C1=CC=CC=C1)C)C=1OC2=C(C1)C=CC=C2